C(CCCC)=C1CCC(CC1)CC#N 2-(4-pentylidenecyclohexyl)acetonitrile